2-[[4-[6-[[2,3-difluoro-4-(trifluoromethyl)phenyl]methoxy]-2-pyridyl]-2,5-difluoro-phenyl]methyl]-3-(2-methoxyethyl)benzimidazole-5-carboxylic acid FC1=C(C=CC(=C1F)C(F)(F)F)COC1=CC=CC(=N1)C1=CC(=C(C=C1F)CC=1N(C2=C(N1)C=CC(=C2)C(=O)O)CCOC)F